1-[(3R)-3-[3-chloro-5-fluoro-2-({[4-(4-fluoropyrazol-1-yl)-2-methylquinolin-8-yl]oxy}methyl)phenyl](3-deutero)morpholin-4-yl]-2-(difluoromethoxy)ethanone ClC=1C(=C(C=C(C1)F)[C@]1(N(CCOC1)C(COC(F)F)=O)[2H])COC=1C=CC=C2C(=CC(=NC12)C)N1N=CC(=C1)F